CN(C1CCN(CC1)C1=CN2C(C=C(C=C2C=C1)C1=CC(=C(C=C1)OC)F)=O)C 7-[4-(dimethylamino)piperidin-1-yl]-2-(3-fluoro-4-methoxyphenyl)-4H-quinolizin-4-one